N1-((6-(butylamino)pyridin-3-yl)methyl)-N2,N2-diethylethane-1,2-diamine C(CCC)NC1=CC=C(C=N1)CNCCN(CC)CC